C(C#C)SC1=CC=CC2=CC(=CC=C12)SCC#C 1,6-bis(2-propyn-1-ylthio)naphthalene